[Na+].[Bi+3].C(C(O)C(O)C(=O)[O-])(=O)[O-].C(C(O)C(O)C(=O)[O-])(=O)[O-] Tartaric acid bismuth sodium salt